5-Methyl-2-pyridylsulfamic acid sodium salt [Na+].CC=1C=CC(=NC1)NS([O-])(=O)=O